C1(=CC(=CC=C1)NC1=CC=2C(C3=CC=CC=C3C2C=C1)(C)C)C1=CC=CC=C1 biphenyl-3-yl-(9,9-dimethyl-9H-fluoren-2-yl)amine